FC(C1=CC=C(CO)C=C1)(F)F 4-(trifluoromethyl)-benzylalcohol